CC(=S)C=C methylthioacrolein